2-(3-cyanophenyl)-1-{[4-(methoxycarbonyl)benzyl]oxy}-4-methyl-1H-imidazole-5-carboxylic acid ethyl ester C(C)OC(=O)C1=C(N=C(N1OCC1=CC=C(C=C1)C(=O)OC)C1=CC(=CC=C1)C#N)C